N-formyl-alanine ethyl ester C(C)OC([C@@H](NC=O)C)=O